(E)-1-[4-(4,5-Dihydro-1,3-oxazol-2-ylmethoxy)phenyl]-3-(3-hydroxyphenyl)prop-2-en-1-one O1C(=NCC1)COC1=CC=C(C=C1)C(\C=C\C1=CC(=CC=C1)O)=O